ClC=1N=C(C=2C(N1)=CC(N(C2)N2CCOCC2)=O)N[C@H](C)C2=C(C(=CC=C2)C(F)F)F (R)-2-chloro-4-((1-(3-(difluoromethyl)-2-fluorophenyl)ethyl)amino)-6-morpholinopyrido[4,3-d]pyrimidin-7(6H)-one